1,1-bis(methoxymethyl)-4,5,6,7-tetrafluoro-indene COCC1(C=CC2=C(C(=C(C(=C12)F)F)F)F)COC